OC=1C=C(C=O)C=C(C1C(F)(F)F)O 3,5-dihydroxy-4-(trifluoromethyl)benzaldehyde